FC(COCC1=NN=C(S1)N)(F)F 5-((2,2,2-trifluoroethoxy)methyl)-1,3,4-thiadiazol-2-amine